3,4-bis(diphenylphosphino)-1-benzyl-pyrrolidine C1(=CC=CC=C1)P(C1CN(CC1P(C1=CC=CC=C1)C1=CC=CC=C1)CC1=CC=CC=C1)C1=CC=CC=C1